4-(1-methyl-1-phenylethyl)-1,3-benzenediol CC(C)(C1=CC=CC=C1)C1=C(C=C(C=C1)O)O